(±)-4-Methyl-6-(2H-tetrazol-5-yl)-2-(3-((2-(trifluoromethyl)phenoxy)methyl)pyrrolidin-1-yl)pyrimidine CC1=NC(=NC(=C1)C=1N=NNN1)N1C[C@@H](CC1)COC1=C(C=CC=C1)C(F)(F)F |r|